1-(4-methylcyclohex-3-en-1-yl)ethan-1-one-2,2,2-d3 CC1=CCC(CC1)C(C([2H])([2H])[2H])=O